FC(C(C(=O)OCC)(C1=CC2=C(N=C(S2)NC(NC2=CC=CC=C2)=O)C=C1)O)(F)F ethyl 3,3,3-trifluoro-2-hydroxy-2-[2-(phenylcarbamoylamino)-1,3-benzothiazol-6-yl]propanoate